tert-butyl 2-(3-bromo-2-hydroxy-5-methylphenyl)-1H-pyrrole-1-carboxylate BrC=1C(=C(C=C(C1)C)C=1N(C=CC1)C(=O)OC(C)(C)C)O